1-(1-(2-(piperazin-1-yl)ethyl)-1H-indol-4-yl)dihydropyrimidine-2,4(1H,3H)-dione N1(CCNCC1)CCN1C=CC2=C(C=CC=C12)N1C(NC(CC1)=O)=O